(Z)-7-(((tert-butylsulfinyl)aminylidene)methyl)-6H-benzo[c]chromene-2-carboxylic acid methyl ester COC(=O)C=1C=C2C3=C(COC2=CC1)C(=CC=C3)\C=N/S(=O)C(C)(C)C